NC1=NN(C=C1C1=CC=2CCCC(C2C=C1)=O)C=1C=C(C=CC1)NC(C=C)=O N-(3-(3-amino-4-(5-oxo-5,6,7,8-tetrahydronaphthalen-2-yl)-1H-pyrazol-1-yl)phenyl)acrylamide